O=C1NC=C(C(N1)=O)C1=CC(=C(N=N1)C)N1CC(OCC1)C=1C=C(C#N)C=CC1 3-[4-[6-(2,4-dioxo-1H-pyrimidin-5-yl)-3-methyl-pyridazin-4-yl]morpholin-2-yl]benzonitrile